2-[4,6-bis(2-hydroxy-4-pentadecyl-phenyl)-1,3,5-triazin-2-yl]-5-pentadecyl-phenol OC1=C(C=CC(=C1)CCCCCCCCCCCCCCC)C1=NC(=NC(=N1)C1=C(C=C(C=C1)CCCCCCCCCCCCCCC)O)C1=C(C=C(C=C1)CCCCCCCCCCCCCCC)O